5-bromo-4-dodecyl-thiophene-2-formaldehyde BrC1=C(C=C(S1)C=O)CCCCCCCCCCCC